ClC1=C(C=CC=C1)C1=C(C2=C(N=C(N=C2)NCCCCN2CCN(CC2)C)N(C1=O)C)C#C[Si](C(C)C)(C(C)C)C(C)C 6-(2-chlorophenyl)-8-methyl-2-{[4-(4-methylpiperazin-1-yl)butyl]amino}-5-[2-(triisopropylsilyl)ethynyl]pyrido[2,3-d]pyrimidin-7-one